C(C(C)C)(=O)O[C@@H]1[C@H](C([C@H](C1)N1C=2N=C(NC(C2N=C1)=O)N)=C)COP1(OCC(CO1)CC(=O)OC(C)C)=O (1S,2R,4S)-4-(2-amino-6-oxo-1H-purin-9(6H)-yl)-2-(((5-(2-isopropoxy-2-oxoethyl)-2-oxido-1,3,2-dioxaphosphinan-2-yl)oxy)methyl)-3-methylenecyclopentyl isobutyrate